OC1=C2[C@H]3[C@H](C(OC2=CC(=C1)C(C(=O)OCCCCN1C=NC=C1)(C)C)(C)C)CC=C(C3)C 4-(1H-imidazol-1-yl)butyl 2-((6aR,10aR)-6a,7,10,10a-tetrahydro-1-hydroxy-6,6,9-trimethyl-6H-benzo[c]chromen-3-yl)-2-methylpropanoate